6-(1H-pyrazol-4-yl)pyridin-2-ol N1N=CC(=C1)C1=CC=CC(=N1)O